rac-(R)-4-chloro-6-(3-methoxy-2-methylphenyl)-2-(1-methyl-1H-imidazol-2-yl)-5-(tetrahydrofuran-2-yl)pyrrolo[2,1-f][1,2,4]triazine ClC1=NC(=NN2C1=C(C(=C2)C2=C(C(=CC=C2)OC)C)[C@@H]2OCCC2)C=2N(C=CN2)C |r|